C(C)OC(=O)C=1N(N=C(C1)C=1C(=NC=CC1)OC)COCC[Si](C)(C)C 5-(2-methoxy-3-pyridyl)-2-(2-trimethylsilylethoxymethyl)pyrazole-3-carboxylic acid ethyl ester